C(CCCCCN)CCCCC(=O)O aminoundecanoic acid